N-(2-Fluorobenzyl)-2,2-dimethylbutanamide FC1=C(CNC(C(CC)(C)C)=O)C=CC=C1